FC=1C=C(C=CC1)C(C(=O)NC=1SC=CN1)N1N=C2C=C(C=CC2=C1)C#CC=1C=NC=CC1 2-(3-fluorophenyl)-2-[6-[2-(3-pyridyl)ethynyl]indazol-2-yl]-N-thiazol-2-yl-acetamide